FC=1C=C(C(=C2C=C(NC12)S(=O)(=O)N1CCCC1)C1CC(C1)CO)C (3-(7-fluoro-5-methyl-2-(pyrrolidin-1-ylsulfonyl)-1H-indol-4-yl)cyclobutyl)methanol